tert-butyl (3S)-3-{[5-(N'-hydroxycarbamimidoyl)-6-methylpyridin-2-yl]amino}pyrrolidine-1-carboxylate ON=C(N)C=1C=CC(=NC1C)N[C@@H]1CN(CC1)C(=O)OC(C)(C)C